1-(3,5-difluoro-1H-pyrrolo[2,3-b]pyridin-4-yl)ethan-1-one FC1=CNC2=NC=C(C(=C21)C(C)=O)F